OCCCCCSC1=C2CN(C(C2=CC=C1)=O)C1C(NC(CC1)=O)=O 3-(4-((5-hydroxypentyl)thio)-1-oxoisoindolin-2-yl)piperidine-2,6-dione